ClC=1C=C(C=C(C1)NS(=O)(=O)C)NC(=O)C=1C=NN(C1)C1=NC=CC=C1SC N-(3-chloro-5-(methylsulfonamido)phenyl)-1-(3-(methylthio)pyridin-2-yl)-1H-pyrazole-4-carboxamide